NCCC[Si](O[Si](C)(C)CCCN)(C)C 1,3-bis(gamma-aminopropyl)-1,1,3,3-tetramethyldisiloxane